ClC=1C=2C(N=C3N(C2C=CC1)C1=CC(=CC=C1C31CCCCC1)C1CCN(CC1)C1CCN(CC1)C(=O)C1CN(C1)C1=CC(=C(C(=C1)F)C1C(NC(CC1)=O)=O)F)=O 3-(4-(3-(4-(4'-chloro-5'-oxo-5'H-spiro[cyclohexane-1,7'-indolo[1,2-a]quinazolin]-10'-yl)-[1,4'-bipiperidine]-1'-carbonyl)azetidin-1-yl)-2,6-difluorophenyl)piperidine-2,6-dione